2-[6-[(2S)-2-(hydroxymethyl)morpholin-4-yl]-4-methyl-pyridazin-3-yl]-5-methoxy-phenol OC[C@@H]1CN(CCO1)C1=CC(=C(N=N1)C1=C(C=C(C=C1)OC)O)C